Methyl trans-4-[(6-hydroxypyrrolo[3,2-b]pyridin-1-yl)methyl]cyclohexane-carboxylate OC=1C=C2C(=NC1)C=CN2C[C@@H]2CC[C@H](CC2)C(=O)OC